FC(C=1C(=NC(=NC1)NC=1C(=NN(C1)C1CC2CCC(C1)N2C)C)NCCCN2CCOCC(C2=O)(C)C)F 4-(3-((5-(difluoromethyl)-2-((3-methyl-1-(8-methyl-8-azabicyclo[3.2.1]octan-3-yl)-1H-pyrazol-4-yl)amino)pyrimidin-4-yl)amino)propyl)-6,6-dimethyl-1,4-oxazepan-5-one